ClC1=CC=C(C=C1)C1=N[C@H](C=2N(C3=C1C(=C(S3)C)C)C(=NN2)C)CC(=O)OC(C)(C)C tert-butyl 2-((6S)-4-(4-chlorophenyl)-2,3,9-trimethyl-6H-thieno[3,2-f][1,2,4]triazolo[4,3-a][1,4]diazepin-6-yl)acetate